COC1OCC1C(=O)NC methoxy-N-methyl-oxetane-3-carboxamide